3'-(4-(1H-phenalen-5-yl)-6-phenyl-1,3,5-triazin-2-yl)-[1,1'-biphenyl]-3-yl 1,1,2,2,3,4,4,4-octafluoro-3-methylbutan-1-sulfonate FC(C(C(C(F)(F)F)(C)F)(F)F)(S(=O)(=O)OC=1C=C(C=CC1)C1=CC(=CC=C1)C1=NC(=NC(=N1)C=1C=C2C=CCC=3C=CC=C(C1)C32)C3=CC=CC=C3)F